3-(2-(3-(Isocyanatomethyl)-4-methylphenoxy)ethyl)piperidine-1-carboxylic acid tert-butyl ester C(C)(C)(C)OC(=O)N1CC(CCC1)CCOC1=CC(=C(C=C1)C)CN=C=O